6-fluoro-4-[3-(trifluoromethyl)-7,8-dihydro-5H-1,6-naphthyridin-6-yl]quinazoline FC=1C=C2C(=NC=NC2=CC1)N1CC=2C=C(C=NC2CC1)C(F)(F)F